6-((5-cyclopropylpyridin-2-yl)amino)-N-ethoxy-4-((4-ethynyl-2-(N-methylmethanesulfonamido)phenyl)amino)nicotinamide C1(CC1)C=1C=CC(=NC1)NC1=NC=C(C(=O)NOCC)C(=C1)NC1=C(C=C(C=C1)C#C)N(S(=O)(=O)C)C